ethyl-(3S)-1-[(2R)-2-(2-oxo-4-phenyl-chromen-7-yl)oxypropanoyl]piperidine tert-butyl-(S)-(1-(3-(5-azaspiro[2.5]octan-5-yl)-1,2,4-oxadiazol-5-yl)ethyl)carbamate C(C)(C)(C)N(C(O)=O)[C@@H](C)C1=NC(=NO1)N1CC2(CC2)CCC1.C(C)C1N(CCCC1)C([C@@H](C)OC1=CC=C2C(=CC(OC2=C1)=O)C1=CC=CC=C1)=O